CC1=CC=C(C=C1)NC(CO)CO para-Methylphenylserinol